N1-Methyl-N4-(2-methyl-5-(1-methyl-3-(6-morpholinopyridin-3-yl)-1H-indazole-5-carboxamido)phenyl)terephthalamide CNC(C1=CC=C(C(=O)NC2=C(C=CC(=C2)NC(=O)C=2C=C3C(=NN(C3=CC2)C)C=2C=NC(=CC2)N2CCOCC2)C)C=C1)=O